2-((S)-1-(2-fluoroacryloyl)-4-((S)-7-(8-methylnaphthalen-1-yl)-2-(((S)-1-methylpyrrolidin-2-yl)methoxy)-7,8-dihydro-5H-pyrano[4,3-d]pyrimidin-4-yl)piperazin-2-yl)acetonitrile FC(C(=O)N1[C@H](CN(CC1)C=1C2=C(N=C(N1)OC[C@H]1N(CCC1)C)C[C@H](OC2)C2=CC=CC1=CC=CC(=C21)C)CC#N)=C